tert-butyl-N-(tert-butoxycarbonyl)glycyl-N6-[(benzyloxy)carbonyl]-L-lysine C(C)(C)(C)N(CC(=O)N[C@@H](CCCCNC(=O)OCC1=CC=CC=C1)C(=O)O)C(=O)OC(C)(C)C